6-(4-Fluorophenyl)-3,4-dihydro-1H-benzo[c][1,2]thiazine-2,2-dioxide FC1=CC=C(C=C1)C1=CC2=C(NS(CC2)(=O)=O)C=C1